CC1=C(C(=O)O)C=C(C=C1)NCC1=C(C(=C(C(=C1F)F)C(F)(F)F)F)F 2-Methyl-5-(2,3,5,6-tetrafluoro-4-trifluoromethylbenzylamino)benzoic acid